1-(3-(4-chloro-3,5-dimethylphenoxy)propyl)-4-((2,3-difluorobenzyl)(m-tolyl)amino)-1H-pyrrole-2-carboxylic acid ClC1=C(C=C(OCCCN2C(=CC(=C2)N(C=2C=C(C=CC2)C)CC2=C(C(=CC=C2)F)F)C(=O)O)C=C1C)C